1-ethoxy-4-vinylbenzene C(C)OC1=CC=C(C=C1)C=C